FC1=C(C(=CC=C1)C)N1CCC(CC1)NCC=1C(=NN(C1)C)NCC1=C(C=CC=C1C(F)(F)F)F [1-(2-Fluoro-6-methyl-phenyl)-piperidin-4-yl]-[3-(2-fluoro-6-trifluoromethyl-benzylamino)-1-methyl-1H-pyrazol-4-ylmethyl]-amine